C[Si](CCOCN1C(=NC=C1)[Zn])(C)C (1-((2-(trimethylsilyl)ethoxy)methyl)-1H-imidazol-2-yl)zinc